C1C(C2C(C)S2)S1 pentadiene disulfide